2-{4-[5-chloro-2-(4-chloro-1H-1,2,3-triazol-1-yl)phenyl]-5-methoxy-2-oxopyridin-1(2H)-yl}-3-cyclobutyl-propionic acid tert-butyl ester C(C)(C)(C)OC(C(CC1CCC1)N1C(C=C(C(=C1)OC)C1=C(C=CC(=C1)Cl)N1N=NC(=C1)Cl)=O)=O